C(#N)N1C(=NC2=C1C=CC=C2)C2=C(C=C(C=C2)C)C N-cyano-2-(2,4-xylyl)benzimidazole